tert-butyl 2-(2-(4-((diethoxyphosphoryl)methoxy)phenyl)-6-oxo-5-((3-phenylpropyl)amino)pyrimidin-1(6H)-yl)acetate C(C)OP(=O)(OCC)COC1=CC=C(C=C1)C=1N(C(C(=CN1)NCCCC1=CC=CC=C1)=O)CC(=O)OC(C)(C)C